1-chloro-6,7-dihydro-5H-cyclopenta[c]Pyridin-5-ol ClC1=NC=CC2=C1CCC2O